N1=C(C=NC2=CC=CC=C12)C(=O)NC1=CC=C(C=C1)N1C2=C(NC(CC1=O)=O)C1=CC=CC=C1C=C2 5-[4-[(quinoxalin-2-yl)carbonylamino]phenyl]-1H-naphtho[1,2-B][1,4]diazepine-2,4(3H,5h)-dione